di(pentadecanoyl)-sn-glycero-3-phosphorylcholine C(CCCCCCCCCCCCCC)(=O)C(OP(OC[C@@H](CO)O)(=O)O)(C[N+](C)(C)C)C(CCCCCCCCCCCCCC)=O